C(C)(C)(C)OC(=O)N1[C@H]2[C@H]([C@@H](C1)C2)NC2=C(C(=NC1=C(C(=C(C=C21)I)Br)F)SC)[N+](=O)[O-] (1r,4r,5S)-5-((7-bromo-8-fluoro-6-iodo-2-(methylsulfanyl)-3-nitroquinolin-4-yl)amino)-2-azabicyclo[2.1.1]hexane-2-carboxylic acid tert-butyl ester